1-(4-(6-chloro-3-ethynyl-7-(2-fluorophenyl)quinolin-4-yl)piperazin-1-yl)prop-2-en-1-one ClC=1C=C2C(=C(C=NC2=CC1C1=C(C=CC=C1)F)C#C)N1CCN(CC1)C(C=C)=O